FC=1C=C(C=C2CC(CC12)CN1CCC2(CN(C(O2)=O)C2=NC3=C(OCC(N3)=O)N=C2)CC1)NC(=O)[C@H]1N(C[C@@H](C1)O)C (2s,4r)-N-[7-fluoro-2-[[2-oxo-3-(3-oxo-4H-pyrazino[2,3-b][1,4]oxazin-6-yl)-1-oxa-3,8-diazaspiro[4.5]decan-8-yl]methyl]indan-5-yl]-4-hydroxy-1-methyl-pyrrolidine-2-carboxamide